5-[5-(2-methoxyphenyl)-1,3,4-oxadiazol-2-yl]-2-nitrobenzoic acid methyl ester COC(C1=C(C=CC(=C1)C=1OC(=NN1)C1=C(C=CC=C1)OC)[N+](=O)[O-])=O